C1NCC2(C3=CC=C(C=C13)NC1=NC=C3C(=N1)N(N(C3=O)CC)C3=NC(=CC=C3)C(C)(C)O)CC2 6-(2',3'-dihydro-1'H-spiro[cyclopropane-1,4'-isoquinoline]-7'-ylamino)-2-ethyl-1-(6-(2-hydroxypropan-2-yl)pyridin-2-yl)-1H-pyrazolo[3,4-d]pyrimidin-3(2H)-one